1-(1H-benzimidazol-5-yl)-5-[4-(5-chlorothien-2-yl)-2-fluorophenyl]imidazolidin-2-one N1C=NC2=C1C=CC(=C2)N2C(NCC2C2=C(C=C(C=C2)C=2SC(=CC2)Cl)F)=O